2-(4-(((4-n-butylphenyl)amino)methyl)phenyl)-1H-benzimidazole-4-carboxamide C(CCC)C1=CC=C(C=C1)NCC1=CC=C(C=C1)C1=NC2=C(N1)C=CC=C2C(=O)N